2-methylthioadenosine 5'-monophosphate triethylammonium salt hydrate O.C(C)[NH+](CC)CC.P(=O)([O-])([O-])OC[C@@H]1[C@H]([C@H]([C@@H](O1)N1C=NC=2C(N)=NC(=NC12)C)S)O.C(C)[NH+](CC)CC